C(CCCC)OC([C@H](N)CC(=O)OCCCCC)=O D-aspartic acid dipentyl ester